C1(=CC=CC=C1)C#CC=1C(NC(N([C@H]2[C@H](O)[C@H](O)[C@@H](CO)O2)C1)=O)=O 5-Phenylethynyluridine